ClC1=C2C=NN(C2=CC=C1NC1=NN(C2=CC=CC=C12)C=1C=C(C=NC1)NC(=O)C=1C=NN(C1)C)C1OCCCC1 N-(5-(3-((4-chloro-1-(tetrahydro-2H-pyran-2-yl)-1H-indazol-5-yl)amino)-1H-indazol-1-yl)pyridin-3-yl)-1-methyl-1H-pyrazole-4-carboxamide